7-chloro-1-methyl-4-((1R,3s,5S)-8-(5-(morpholinomethyl)pyrimidin-2-yl)-8-azabicyclo[3.2.1]octane-3-yl)-1,4-dihydropyrido[2,3-b]pyrazine-2,3-dione ClC1=CC2=C(N(C(C(N2C)=O)=O)C2C[C@H]3CC[C@@H](C2)N3C3=NC=C(C=N3)CN3CCOCC3)N=C1